BrC1=CC(=C(C=C1Br)O)OCC 4,5-dibromo-2-ethoxyphenol